N-(4-((S)-4-Acryloyl-3-(cyanomethyl)piperazin-1-yl)-7-(1H-indol-1-yl)-5,6,7,8-tetrahydroquinazolin-2-yl)-N-(1-methylpiperidin-4-yl)acrylamide C(C=C)(=O)N1[C@H](CN(CC1)C1=NC(=NC=2CC(CCC12)N1C=CC2=CC=CC=C12)N(C(C=C)=O)C1CCN(CC1)C)CC#N